methyl-8-{2-[11-(dimethylamino)octadecyl]cyclopropyl}octanoate COC(CCCCCCCC1C(C1)CCCCCCCCCCC(CCCCCCC)N(C)C)=O